2-((4-bromo-3-fluoro-2-nitrophenyl)amino)butanoic acid methyl ester COC(C(CC)NC1=C(C(=C(C=C1)Br)F)[N+](=O)[O-])=O